FC(C(=O)O)(F)F.COC[C@H]1C[C@H](CN1)NC(=O)C=1OC(=CN1)C1=CC(=CC=C1)OC(F)(F)F N-((3R,5R)-5-(methoxymethyl)pyrrolidin-3-yl)-5-(3-(trifluoromethoxy)-phenyl)oxazole-2-carboxamide trifluoroacetate